monolithium magnesium dichloride [Cl-].[Cl-].[Mg+2].[Li+]